2-(4,4-dimethyl-4,5-dihydro-2-oxazolyl)pyridine CC1(N=C(OC1)C1=NC=CC=C1)C